(4-methyl-1,1-dioxidotetrahydro-2H-thiopyran-4-yl)-1-(3-(methylsulfonyl)phenyl)-2-oxo-2,3-dihydro-1H-benzo[d]imidazole-5-carboxamide CC1(CCS(CC1)(=O)=O)N1C(N(C2=C1C=C(C=C2)C(=O)N)C2=CC(=CC=C2)S(=O)(=O)C)=O